2-(2,6-dichloro-4-fluorophenyl)-5-((4-(thiomorpholine-4-carbonyl)phenyl)amino)-2H-1,2,3-triazole-4-carboxamide ClC1=C(C(=CC(=C1)F)Cl)N1N=C(C(=N1)C(=O)N)NC1=CC=C(C=C1)C(=O)N1CCSCC1